3-methyl-N-(4-methyl-1,1-dioxo-thian-4-yl)-6-[[5-methyl-3-(2,2,2-trifluoroethoxy)-2-pyridyl]oxy]imidazo[1,2-a]pyridine-2-carboxamide CC1=C(N=C2N1C=C(C=C2)OC2=NC=C(C=C2OCC(F)(F)F)C)C(=O)NC2(CCS(CC2)(=O)=O)C